CC(CC=O)CC=O 3-methyl-5-oxopentanal